sodium acetophenone C(C)(=O)C1=CC=CC=C1.[Na]